D,L-carnitine C[N+](C)(C)CC(CC(=O)[O-])O